3-amino-1-methyl-5-phenyl-1,3-dihydro-azepin-2-one NC1C(N(C=CC(=C1)C1=CC=CC=C1)C)=O